3-(1-OXO-4-((4-((4-(PYRIMIDIN-2-YL)PIPERAZIN-1-YL)METHYL)BENZYL)OXY)ISOINDOLIN-2-YL)PIPERIDINE-2,6-DIONE O=C1N(CC2=C(C=CC=C12)OCC1=CC=C(C=C1)CN1CCN(CC1)C1=NC=CC=N1)C1C(NC(CC1)=O)=O